2-fluoro-N-(imino(3-tolyl)methyl)benzamide FC1=C(C(=O)NC(C=2C=C(C=CC2)C)=N)C=CC=C1